tert-Butyl 4-(4-((4-chloro-5-(trifluoromethyl)pyrimidin-2-yl)amino)-5-isopropoxy-2-methylphenyl)piperidine-1-carboxylate ClC1=NC(=NC=C1C(F)(F)F)NC1=CC(=C(C=C1OC(C)C)C1CCN(CC1)C(=O)OC(C)(C)C)C